1-(4-((5-fluoro-4-((S)-3-((R)-3-hydroxypyrrolidine-1-carbonyl)piperidin-1-yl)pyrimidin-2-yl)amino)piperidin-1-yl)ethan-1-one FC=1C(=NC(=NC1)NC1CCN(CC1)C(C)=O)N1C[C@H](CCC1)C(=O)N1C[C@@H](CC1)O